CC1(OB(OC1(C)C)C1=CC=C(C=C1)SCCCO)C 3-((4-(4,4,5,5-tetramethyl-1,3,2-dioxaborolan-2-yl)phenyl)thio)propan-1-ol